Tert-butyl [(1S,3R)-3-{ethyl[6-(2,2,2-trifluoroethyl)thieno[2,3-d]pyrimidin-4-yl]amino}cyclopentyl]carbamate C(C)N([C@H]1C[C@H](CC1)NC(OC(C)(C)C)=O)C=1C2=C(N=CN1)SC(=C2)CC(F)(F)F